1-(((5R,7S)-3-(5-(2-Hydroxypropan-2-yl)pyrazin-2-yl)-7-methoxy-2-oxo-1-oxa-3-azaspiro[4.5]decan-7-yl)methyl)-1H-benzo[d]imidazole-6-carbonitrile OC(C)(C)C=1N=CC(=NC1)N1C(O[C@@]2(C1)C[C@](CCC2)(OC)CN2C=NC1=C2C=C(C=C1)C#N)=O